CC(C(=O)N1CCN(CC1)C1=CC=C(C=C1)NC(=O)C=1OC(=CC1)[N+](=O)[O-])C N-{4-[4-(2-methylpropanoyl)piperazin-1-yl]phenyl}-5-nitrofuran-2-carboxamide